(2E)-2-(dimethylaminomethylene)-3-oxo-4-(trifluoromethyl)pyrrolidine-1-carboxylic acid tert-butyl ester C(C)(C)(C)OC(=O)N1/C(/C(C(C1)C(F)(F)F)=O)=C/N(C)C